(R)-1-chloro-3-(2-chloro-4-(2-(4-((R)-2-hydroxy-3-(5-(hydroxymethyl)-1H-1,2,3-triazol-1-yl)propoxy)phenyl)propan-2-yl)phenoxy)propan-2-ol ClC[C@@H](COC1=C(C=C(C=C1)C(C)(C)C1=CC=C(C=C1)OC[C@@H](CN1N=NC=C1CO)O)Cl)O